FC=1C=C(C=CC1N1C(N(CC1)C)=O)C1=C(C(=CC=C1)C1=CC(=CC=C1)N1CCNCC1)O 1-(3-fluoro-2'-hydroxy-3''-(piperazin-1-yl)-[1,1':3',1''-terphenyl]-4-yl)-3-methylimidazolidin-2-one